2-[7-[1-(5-Carboxypentyl)-1,3-dihydro-3,3-dimethyl-5-sulfo-2H-indol-2-ylidene]-1,3,5-heptatrien-1-yl]-1-ethyl-3,3-dimethyl-5-sulfo-3H-indolium C(=O)(O)CCCCCN1C(C(C2=CC(=CC=C12)S(=O)(=O)O)(C)C)=CC=CC=CC=CC1=[N+](C2=CC=C(C=C2C1(C)C)S(=O)(=O)O)CC